calcium (glucose) O=C[C@H](O)[C@@H](O)[C@H](O)[C@H](O)CO.[Ca]